dimethoxycaprylic acid COC(C(=O)O)(CCCCCC)OC